(R)-N-(1-(5-fluoro-2-hydroxyphenyl)ethyl)-3-(4-morpholinopyridin-2-yl)imidazo[1,2-b]pyridazin-6-amine FC=1C=CC(=C(C1)[C@@H](C)NC=1C=CC=2N(N1)C(=CN2)C2=NC=CC(=C2)N2CCOCC2)O